Bis(3-triethoxysilyl-propyl)amin C(C)O[Si](CCCNCCC[Si](OCC)(OCC)OCC)(OCC)OCC